tert-Butyl 2-(2-methoxy-3-nitrobenzoyl)hydrazinecarboxylate COC1=C(C(=O)NNC(=O)OC(C)(C)C)C=CC=C1[N+](=O)[O-]